ClC=1C=CC(=C(C=NC(C(=O)O)CC2=CC=C(C=C2)O)C1)OC(C(C)C)=O 2-(5-chloro-2-(isobutyryloxy)benzylideneamino)-3-(4-hydroxyphenyl)propanoic acid